[Pb](I)I.C[NH2+]CC1=CC=CC=C1 methylbenzylammonium lead iodide